6-benzyl-2-chloro-4-(pyrrolidin-1-yl)-5,6,7,8-tetrahydropyrido[4,3-d]pyrimidine C(C1=CC=CC=C1)N1CC2=C(N=C(N=C2N2CCCC2)Cl)CC1